2-((S)-4-(5-acetyl-8-(8-methylnaphthalen-1-yl)-2-(((S)-1-methylpyrrolidin-2-yl)methoxy)-6,7,8,9-tetrahydro-5H-pyrimido[5,4-e][1,4]diazepin-4-yl)piperazin-2-yl)acetonitrile C(C)(=O)N1CCN(CC2=C1C(=NC(=N2)OC[C@H]2N(CCC2)C)N2C[C@@H](NCC2)CC#N)C2=CC=CC1=CC=CC(=C21)C